COC=1C=CC(=NC1)C1=C(N=CN1C)C(=O)OC methyl 5-(5-methoxypyridin-2-yl)-1-methyl-1H-imidazole-4-carboxylate